N-palmitoyl-L-methionine C(CCCCCCCCCCCCCCC)(=O)N[C@@H](CCSC)C(=O)O